N(=[N+]=[N-])CC1CCNCC1 4-(azidomethyl)piperidine